(R)-6-methyl-5-((1-methyl-8-(1-methyl-1H-pyrazol-4-yl)-1H-pyrazolo[3,4-d]pyrrolo[1,2-b]pyridazin-3-yl)amino)-N-(2-(3-methylmorpholino)ethyl)nicotinamide CC1=NC=C(C(=O)NCCN2[C@@H](COCC2)C)C=C1NC1=NN(C=2C=3N(N=CC21)C=C(C3)C=3C=NN(C3)C)C